7-[(1S)-2-Methoxy-1-methyl-ethyl]-2-[[1-methyl-3-[(2S,3R)-2-methyloxetan-3-yl]oxy-pyrazol-4-yl]amino]pyrrolo[2,3-d]pyrimidine-6-carbonitrile COC[C@H](C)N1C(=CC2=C1N=C(N=C2)NC=2C(=NN(C2)C)O[C@H]2[C@@H](OC2)C)C#N